CS(=O)(=O)C1=C2C(C(=NN(C2=CC=C1)C1=CC=C(C=C1)OC(F)(F)F)C(SCCCCCCCC)=O)=O S-octyl 5-methylsulfonyl-4-oxo-1-[4-(trifluoromethoxy)phenyl]cinnoline-3-carbothioate